NC1=NC=C(C2=C1C(=NN2[C@@H]2CN(CC2)C(C=C)=O)C#CC2=CC1=C(N(C=N1)CC)C=C2F)C(=O)C2CC2 (S)-1-(3-(4-amino-7-(cyclopropanecarbonyl)-3-((1-ethyl-6-fluoro-1H-benzo[d]imidazol-5-yl)ethynyl)-1H-pyrazolo[4,3-c]pyridin-1-yl)pyrrolidin-1-yl)prop-2-en-1-one